NC1=C(C(=C(C=C1)C=1C(=C2C(=NC1)N(CC21CC(CC1)=O)C(=O)OC(C)(C)C)Cl)F)C(N(C)C)=O tert-butyl 5'-(4-amino-3-(dimethylcarbamoyl)-2-fluorophenyl)-4'-chloro-3-oxospiro[cyclopentane-1,3'-pyrrolo[2,3-b]pyridine]-1'(2'H)-carboxylate